CC1(CC1)[C@@H]1CNC(C=2N1N=C(C2)N2[C@@H](COCC2)C)=O (R)-7-(1-methylcyclopropyl)-2-((R)-3-methylmorpholino)-6,7-dihydropyrazolo[1,5-a]pyrazin-4(5H)-one